ClC1=C(C=C(C(=C1)N1CCC(CC1)N1CCN(CC1)C)C)NC1=NC=C(C(=N1)NC1=CC2=C(CCO2)C=C1N(S(=O)(=O)C)C)C(=O)OC(C)C Isopropyl 2-((2-chloro-5-methyl-4-(4-(4-methylpiperazin-1-yl)piperidin-1-yl)phenyl)amino)-4-((5-(N-methylmethylsulfonamido)-2,3-dihydrobenzofuran-6-yl)amino)pyrimidine-5-carboxylate